rac-((2R,6S)-6-methylpiperazin-2-yl)methanol C[C@H]1CNC[C@@H](N1)CO |r|